1,2-dimethyl-3-phenoxybenzene CC1=C(C(=CC=C1)OC1=CC=CC=C1)C